(2-fluoro-6-(2H-1,2,3-triazol-2-yl)phenyl)(5-(3-methoxy-6-methylpyrazine-2-yl)-3,3a,4,6a-Tetrahydrocyclopenta[c]pyrrol-2(1H)-yl)methanone FC1=C(C(=CC=C1)N1N=CC=N1)C(=O)N1CC2C(C1)CC(=C2)C2=NC(=CN=C2OC)C